2-((3R,4S,5R,6R)-3,5-bis(benzyloxy)-6-((benzyloxy)methyl)-4-(4-(3,4,5-trifluorophenyl)-1H-1,2,3-triazol-1-yl)tetrahydro-2H-pyran-2-ylidene)ethanol C(C1=CC=CC=C1)O[C@H]1C(O[C@@H]([C@@H]([C@@H]1N1N=NC(=C1)C1=CC(=C(C(=C1)F)F)F)OCC1=CC=CC=C1)COCC1=CC=CC=C1)=CCO